ClC1=NC2=C(N1)C=CC(=C2)C(F)(F)F 2-chloro-5-(trifluoromethyl)-1H-benzimidazole